2,6-dichloro-5-fluoro-N-(pivaloyloxy)nicotinamide ClC1=C(C(=O)NOC(C(C)(C)C)=O)C=C(C(=N1)Cl)F